CC1=C(C(=O)NC2=NNC=C2)C(=CC=C1)C 2,6-dimethyl-N-(1H-pyrazol-3-yl)benzamide